2-(cyclopropanecarboxamidomethyl)aniline C1(CC1)C(=O)NCC1=C(N)C=CC=C1